C(CCCCCC(=O)O)(=O)OCC[C@H](N)C(=O)O O-pimelyl-L-homoserine